(S)-2-AMINOMETHYL-4-METHYL-PENTANOIC ACID NC[C@@H](C(=O)O)CC(C)C